ClC1=CC(=NC=C1N1N=C(C=C1)OCC(C(F)(F)F)(C)C)N 4-Chloro-5-[3-(3,3,3-trifluoro-2,2-dimethyl-propoxy)pyrazol-1-yl]pyridin-2-amine